methyl 4-((2-((3S,4S)-3-methoxy-4-(3-tridecylureido)pyrrolidin-1-yl)2-oxoethyl)carbamoyl)benzoate CO[C@H]1CN(C[C@@H]1NC(=O)NCCCCCCCCCCCCC)C(CNC(=O)C1=CC=C(C(=O)OC)C=C1)=O